C(#N)C1(CC1)NS(=O)(=O)C1=CC=C2C3=C(N(C2=C1)C=1SC(=NN1)C(F)F)N=CN=C3C3CCN(CC3)S(=O)(=O)C(C)C N-(1-Cyanocyclopropyl)-9-(5-(difluoromethyl)-1,3,4-thiadiazol-2-yl)-4-(1-(isopropylsulfonyl)piperidin-4-yl)-9H-pyrimido[4,5-b]indole-7-sulfonamide